chloro-4-o-tolyl-nicotinamide ClC1=C(C(=O)N)C(=CC=N1)C1=C(C=CC=C1)C